F[C@@H]1CN(CC[C@@H]1OC)C1=NC=CC(=N1)NC=1N=CC2=C(C=C(C(=C2C1)C(C)C)NC(C=C)=O)N1[C@@H]([C@H](C1)CS(=O)(=O)C)C N-(3-((2-((3R,4S)-3-fluoro-4-methoxypiperidin-1-yl)pyrimidin-4-yl)amino)-5-isopropyl-8-((2R,3S)-2-methyl-3-((methylsulfonyl)methyl)azetidin-1-yl)isoquinolin-6-yl)acrylamide